7-(2-(2-Aminoethoxy)ethoxy)-N-(1-(4-bromothiophen-2-yl)ethyl)-6-methoxy-2-methylquinazolin-4-amine NCCOCCOC1=C(C=C2C(=NC(=NC2=C1)C)NC(C)C=1SC=C(C1)Br)OC